C(\C=C/C(=O)O)(=O)O.N(CCO)CCO diethanolamine maleate